C(C1=CC=CC=C1)OC1=C(C=C2C(=NC=NC2=C1)OC1=C(C=C(C=C1)C1C=2N(CCC1)N(C(C2C(=O)N)=O)C2=CC=CC=C2)F)OC (4-((7-benzyloxy-6-methoxyquinazolin-4-yl)oxy)-3-fluorophenyl)-2-oxo-1-phenyl-1,2,4,5,6,7-hexahydropyrazolo[1,5-a]pyridine-3-carboxamide